acryloyloxyhexyl-dimethyl-monoethoxysilane C(C=C)(=O)OCCCCCC[Si](OCC)(C)C